C(C)(C)(C)OC(=O)NC(C)C1=C(C2=CN(N=C2C(=C1)C(=O)OC)COCC[Si](C)(C)C)OC methyl 5-(1-((tert-butoxycarbonyl)amino)ethyl)-4-methoxy-2-((2-(trimethylsilyl)ethoxy)methyl)-2H-indazole-7-carboxylate